ClC=1N=C(C2=C(N1)C=CN2)Cl 2,4-dichloro-5H-pyrrolo[3,2-d]pyrimidine